FC=1C(=CC2=C(C1)C1(CCC1)N(C(O2)=O)CC2=C(C(=CC=C2)NS(=O)(=O)NC)F)OC=2N=NC=CC2 6-fluoro-3-{[2-fluoro-3-(methylaminosulfonylamino)phenyl]methyl}-7-(3-pyridazinyloxy)-2H,3H-spiro[1,3-benzoxazine-4,1'-cyclobutan]-2-one